3-(1-acetylpiperidin-4-yl)-9-(1-(6-chloro-2,3-dihydro-1H-pyrido[2,3-b][1,4]oxazin-1-yl)ethyl)-7-methyl-4-(methyl-d3)imidazo[1,5-a]quinazolin-5(4H)-one C(C)(=O)N1CCC(CC1)C=1N=CN2C1N(C(C1=CC(=CC(=C21)C(C)N2C1=C(OCC2)N=C(C=C1)Cl)C)=O)C([2H])([2H])[2H]